N1=C(C=CC=C1)C1=NC(=NC(=N1)C1=NC=CC=C1)C1=NC=CC=C1 tripyridyl-s-triazine